(E)-1,4-di(2-furyl)but-2-ene-1,4-dione O1C(=CC=C1)C(\C=C\C(=O)C=1OC=CC1)=O